ClC=1C=C2C(=NC1)C[C@H](C1=C(O2)C=CC=C1)CN |o1:8| (R*)-(3-chloro-10,11-dihydrobenzo[6,7]oxepino[3,2-b]pyridin-10-yl)methanamine